FC1=NC(=CC=C1B1OC(C(O1)(C)C)(C)C)C=1C=NN(C1C1=CC=C(C=C1)OC)COCC[Si](C)(C)C 2-fluoro-6-(5-(4-methoxyphenyl)-1-((2-(trimethylsilyl)ethoxy)methyl)-1H-pyrazol-4-yl)-3-(4,4,5,5-tetramethyl-1,3,2-dioxaborolan-2-yl)pyridine